COC=1C=C(C=C(C1OC)OC)CC(=O)OC methyl 3,4,5-trimethoxyphenylacetate